4-(4-hydroxystyryl)-6,6-dimethylbicyclo[3.1.1]hept-3-en-2-one OC1=CC=C(C=CC2=CC(C3C(C2C3)(C)C)=O)C=C1